NC=1C=C(C=CC1[N+](=O)[O-])N1C=2N(C(C=C1C)=O)N=C(C2N2CCCCC2)C2=CC=CC=C2 (3-amino-4-nitrophenyl)-5-methyl-2-phenyl-3-(piperidin-1-yl)pyrazolo[1,5-a]pyrimidin-7(4H)-one